BrC1=CC=C(C=C1)C(O)(C1=CC=C(C=C1)Br)C1=CC=C(C=C1)Br tri(4-bromophenyl)methanol